N1=C(C=CC=C1)NC1=NC=CC(=C1)NC=1SC2=C(N1)C1(NC2=O)CCCCC1 2'-((2-(pyridin-2-ylamino)pyridin-4-yl)amino)spiro[cyclohexane-1,4'-pyrrolo[3,4-d]thiazol]-6'(5'H)-one